(S)-2-(6-bromoisochroman-8-yl)pyrrolidine BrC=1C=C2CCOCC2=C(C1)[C@H]1NCCC1